N1CC(C1)N1N=CC(=C1)C1=NC2=C(C(=CC=C2N=C1)OC=1C=CC2=C(N(C(=N2)C)COCC[Si](C)(C)C)C1)Cl 2-(1-(Azetidin-3-yl)-1H-pyrazol-4-yl)-8-chloro-7-((2-methyl-1-((2-(trimethylsilyl)ethoxy)methyl)-1H-benzo[d]imidazol-6-yl)oxy)quinoxaline